(E)-1-(6-(difluoromethyl)pyridin-3-yl)-N-(2,2,2-trifluoroethyl)methanimine FC(C1=CC=C(C=N1)\C=N\CC(F)(F)F)F